CN[C@](CC)(O)C1=CC=CC=C1 |r| racemic-methylaminophenylpropanol